C(CCC)N(C(NC1CCC2(CN(C2)C(=O)OC(C)(C)C)CC1)=O)C(CC#N)=O tert-Butyl 7-(3-butyl-3-(2-cyanoacetyl)ureido)-2-azaspiro[3.5]nonane-2-carboxylate